(5S,8RS)-2-{[3-Chloro-5-(trifluoromethyl)pyridin-2-yl]methyl}-5-[(3,3-difluoropyrrolidin-1-yl)carbonyl]-8-hydroxy-5,6,7,8-tetrahydro[1,2,4]triazolo[4,3-a]pyridin-3(2H)-on ClC=1C(=NC=C(C1)C(F)(F)F)CN1N=C2N([C@@H](CC[C@H]2O)C(=O)N2CC(CC2)(F)F)C1=O |&1:19|